2-((1-(3-(1-Acetylpiperidin-4-yl)-4,7-dimethyl-5-oxo-4,5-dihydroimidazo[1,5-a]quinazolin-9-yl)ethyl)amino)-5-fluorobenzamide C(C)(=O)N1CCC(CC1)C=1N=CN2C1N(C(C1=CC(=CC(=C21)C(C)NC2=C(C(=O)N)C=C(C=C2)F)C)=O)C